FC(C(=O)O)(F)F.FC(C=1ON=C2C1CNCC2)(F)F 3-(trifluoromethyl)-4,5,6,7-tetrahydroisoxazolo[4,3-c]pyridine trifluoroacetate